C1(=C(C(=CC(=C1)C)C)NC(=O)OCC(=O)OCC)C Ethyl 2-((mesitylcarbamoyl)-oxy)acetate